(4R)-1-(tert-butoxycarbonyl)-4-(2,3,6-trifluorophenyl)pyrrolidine-2-carboxylic acid C(C)(C)(C)OC(=O)N1C(C[C@@H](C1)C1=C(C(=CC=C1F)F)F)C(=O)O